C1(CC1)C(=O)NC1=CC(=C(N=N1)C(=O)NC([2H])([2H])[2H])NC1=C(C(=CC=C1)C1=NN(C=N1)CC1CC1)OC 6-(Cyclopropanecarboxamido)-4-((3-(1-(cyclopropylmethyl)-1H-1,2,4-triazol-3-yl)-2-methoxyphenyl)amino)-N-(methyl-d3)pyridazine-3-carboxamide